C(C)(=O)OOC methoxy acetate